F[B-](F)(F)F.O1C(=NC2=C1C=CC=C2)C2=CC=[N+](C=C2)CCCCCC 4-(benzooxazol-2-yl)-1-hexylpyridin-1-ium tetrafluoroborate